C1(=CC=C(C=C1)CC(C=O)SC=1C=C(C=CC1)C)C 3-(p-tolyl)-2-(m-tolylthio)propanal